3-cyclopentyl-1-[9-ethyl-6-(2-methylbenzoyl)-9H-carbazol-3-yl]-1-propanone 1-(O-acetyloxime) C(C)(=O)ON=C(CCC1CCCC1)C=1C=CC=2N(C3=CC=C(C=C3C2C1)C(C1=C(C=CC=C1)C)=O)CC